N-(3-fluorophenyl)-3-((4-(pyrazin-2-yl)phenyl)amino)benzamide FC=1C=C(C=CC1)NC(C1=CC(=CC=C1)NC1=CC=C(C=C1)C1=NC=CN=C1)=O